BrCC1=CC(=C(C=C1)[N+](=O)[O-])F 4-(bromomethyl)-2-fluoro-1-nitro-benzene